bis((7-(4-(4-(benzo[b]thiophen-4-yl)piperazin-1-yl)butoxy)-2-oxo-3,4-dihydroquinolin-1(2H)-yl)methyl) icosanedioate C(CCCCCCCCCCCCCCCCCCC(=O)OCN1C(CCC2=CC=C(C=C12)OCCCCN1CCN(CC1)C1=CC=CC=2SC=CC21)=O)(=O)OCN2C(CCC1=CC=C(C=C21)OCCCCN2CCN(CC2)C2=CC=CC=1SC=CC12)=O